3-(3-chloro-4-(6-(1-methylcyclopropoxy)-9-((4-methylpyridin-2-yl)methyl)-9H-purin-8-yl)phenyl)oxazolidin-2-one ClC=1C=C(C=CC1C=1N(C2=NC=NC(=C2N1)OC1(CC1)C)CC1=NC=CC(=C1)C)N1C(OCC1)=O